2-[[4-(2-Methylpentan-2-yl)phenyl]methyl]benzene-1,3-diol CC(C)(CCC)C1=CC=C(C=C1)CC1=C(C=CC=C1O)O